ClC1=C(C#N)C=CC(=C1)N1CC2(C[C@H]1C)CCN(CC2)C2=CC=C(C=C2)C(=O)N2CCC(CC2)CN2CCN(CC2)C2=CC=C(C=C2)N[C@H]2C(NC(CC2)=O)=O 2-Chloro-4-((R)-8-(4-(4-((4-(4-(((R)-2,6-dioxopiperidin-3-yl)amino)phenyl)piperazin-1-yl)methyl)piperidine-1-carbonyl)phenyl)-3-methyl-2,8-diazaspiro[4.5]decan-2-yl)benzonitrile